BrCC=1C=C(CNC(=O)N2CCC3(NC4=CC=C(C=C4C(C3)=O)F)CC2)C=CC1F N-(3-(bromomethyl)-4-fluorobenzyl)-6'-fluoro-4'-oxo-3',4'-dihydro-1'H-spiro[piperidine-4,2'-quinoline]-1-carboxamide